CC1=NC=2C=CC(=CC2C2=C1C(N(C2=O)C2=CC=NC=C2)=O)S(=O)(=O)N2CCCC2 4-methyl-2-(pyridin-4-yl)-8-(pyrrolidine-1-sulfonyl)-1H,2H,3H-pyrrolo[3,4-c]quinoline-1,3-dione